Cl.C=C1C(NC(C(N1)=O)=CC=1N=C(NC1C1CC1)C(CC)C1NCCOC1)=O methylene-6-((5-cyclopropyl-1-(3-morpholinyl)propylimidazol-4-yl)methylene)piperazine-2,5-dione, hydrochloride